FC(C(=O)O)(F)F.CC(C)(C1=CC=NC=C1)NC(=O)C=1C2=C(N(N1)C1=C(C=C(C=C1)F)F)CC1C2C1 1-(2,4-Difluoro-phenyl)-3b,4,4a,5-tetrahydro-1H-cyclopropa[3,4]cyclopenta[1,2-c]pyrazole-3-carboxylic Acid (1-Methyl-1-pyridin-4-yl-ethyl)-amide Trifluoroacetate